N(=[N+]=[N-])C[C@H]1OC2=C(OC1)C=C(C=C2[C@@H](C)N)F (1R)-1-((3R)-3-(azidomethyl)-7-fluoro-2,3-dihydrobenzo[b][1,4]dioxin-5-yl)ethan-1-amine